benzyl ((R)-4-(4-bromophenyl)-1-((S)-1-(4-chloro-3-(1H-1,2,4-triazol-1-yl)phenyl)-2-hydroxyethyl)-4-neopentyl-5-oxoimidazolidin-2-ylidene)carbamate BrC1=CC=C(C=C1)[C@]1(NC(N(C1=O)[C@H](CO)C1=CC(=C(C=C1)Cl)N1N=CN=C1)=NC(OCC1=CC=CC=C1)=O)CC(C)(C)C